C(=O)(OC(C)(C)C)N[C@@H](C(C)C)CC(=O)O Boc-L-β-leucine